CC1=C(C(=CC(=C1)C(F)(F)F)C)NC1=NC=CC2=C1N=CN2CC(=O)N(C)C 2-(4-((2,6-dimethyl-4-(trifluoromethyl)phenyl)amino)-1H-imidazo[4,5-c]pyridin-1-yl)-N,N-dimethylacetamide